8-fluoro-2-(1-((S)-1-methylpyrrol-2-yl)cyclopropyloxypyrido[4,3-d]pyrimidin-7-yl)naphthalen-2-ol formate C(=O)OC1(CC2=C(C=CC=C2C=C1)F)C1=CC=2N=C(N=CC2C=N1)OC1(CC1)C=1N(C=CC1)C